BrC=1C(=C(C(N(C1)OCC1=CC=CC=C1)=O)Cl)C1=C(C=C(C=C1)F)Cl 5-bromo-3-chloro-4-(2-chloro-4-fluorophenyl)-1-(phenylmethoxy)-2(1H)-pyridone